FC(C(=O)O)COC[C@H]1NCCC1 2-Fluoro-3-(((S)-pyrrolidin-2-yl)methoxy)propanoic acid